NCC1(CCC2=CC=C(C=C12)Cl)O 1-(aminomethyl)-6-chloro-indan-1-ol